(1S,2S)-2-fluoro-N-[3-(6-methoxy-1,3-benzoxazol-5-yl)-1H-pyrrolo[2,3-b]pyridin-6-yl]cyclopropane-1-carboxamide F[C@@H]1[C@@H](C1)C(=O)NC1=CC=C2C(=N1)NC=C2C=2C(=CC1=C(N=CO1)C2)OC